tert-butyl (1R,5S,6r)-6-(4-methoxy-5,5-dimethyl-2-oxido-4,5-dihydro-1,2-oxazol-3-yl)-3-azabicyclo[3.1.0]hexane-3-carboxylate COC1C(=[N+](OC1(C)C)[O-])C1[C@H]2CN(C[C@@H]12)C(=O)OC(C)(C)C